FC=1C=C(CC=2C=C(C=CC2)NN)C=C(C1)C(F)(F)F 2-(3-(3-fluoro-5-(trifluoromethyl)benzyl)phenyl)hydrazine